[F-].[F-].[F-].[Mn+2] manganous trifluoride